BrC=1C(=NC(=CC1)Br)[C@H](CC1=CC(=CC(=C1)F)F)N (s)-1-(3,6-dibromopyridin-2-yl)-2-(3,5-difluorophenyl)ethan-1-amine